8-[(1R)-1-[(6-chloro-2-methylsulfinyl-3-pyridinyl)amino]ethyl]-3,6-dimethyl-2-phenyl-benzopyran-4-one ClC1=CC=C(C(=N1)S(=O)C)N[C@H](C)C1=CC(=CC=2C(C(=C(OC21)C2=CC=CC=C2)C)=O)C